4-((9-(8-oxabicyclo[3.2.1]octan-3-yl)-7-methyl-8-oxo-8,9-dihydro-7H-purin-2-yl)amino)-2-fluoro-5-methylbenzamide C12CC(CC(CC1)O2)N2C1=NC(=NC=C1N(C2=O)C)NC2=CC(=C(C(=O)N)C=C2C)F